4-((2-methyl-8-(1-methyl-1H-pyrazol-5-yl)-3-oxo-3,4-dihydroquinoxalin-6-yl)methyl)piperazin-1-yl-pyridine CC1=NC2=C(C=C(C=C2NC1=O)CN1CCN(CC1)C1=NC=CC=C1)C1=CC=NN1C